1-(3-carbonyl-3H-indazol-7-yl)-5-(trifluoromethyl)-N-(2-(trifluoromethyl)pyridin-4-yl)-1H-pyrazole-4-carboxamide C(=O)=C1N=NC2=C(C=CC=C12)N1N=CC(=C1C(F)(F)F)C(=O)NC1=CC(=NC=C1)C(F)(F)F